(S)-3-Isopropyl-6-((1-(5,6,7,8-tetrahydronaphthalen-1-yl)ethyl)amino)pyrimidine C(C)(C)N1CN=C(C=C1)N[C@@H](C)C1=CC=CC=2CCCCC12